C1=C2C=C3C(=CC4=CC=CC=C34)C2=CC=C1 indeno[2,1-a]indene